C[SiH](C)[Ti+]CC=C(C1(C(=C(C(=C1)C)C)C)C)C1(C(=C(C(=C1)C)C)C)C dimethylsilylbis(tetramethylcyclopentadienyl)allyl-titanium (III)